3-acetyl-1-(2-((2-((3-chloro-2-fluorobenzyl)amino)-2-oxoethyl)(cyclopropyl)amino)-2-oxoethyl)-1H-indazole-4-carbonyl azide C(C)(=O)C1=NN(C=2C=CC=C(C12)C(=O)N=[N+]=[N-])CC(=O)N(C1CC1)CC(=O)NCC1=C(C(=CC=C1)Cl)F